tetrahydro-1H-furo[3,4-c]pyrrol C1OCC2C1=CNC2